tert-butyl N-[[4-[3-(6-hydroxy-4-oxo-quinazolin-3-yl)propyl]phenyl]methyl]-N-methyl-carbamate OC=1C=C2C(N(C=NC2=CC1)CCCC1=CC=C(C=C1)CN(C(OC(C)(C)C)=O)C)=O